Cl.C1(=C2N(C=N1)CCC2)C(C(=O)NC=2SC=CN2)N2C(C1=CC(=CC(=C1C2)F)C2=CC=C(C=C2)CC2CCNCC2)=O 2-(6,7-dihydro-5H-pyrrolo[1,2-c]imidazol-1-yl)-2-[4-fluoro-1-oxo-6-[4-(4-piperidylmethyl)phenyl]isoindolin-2-yl]-N-thiazol-2-yl-acetamide hydrochloride